2H-TETRAZOL-2-YLACETIC ACID N=1N(N=NC1)CC(=O)O